C1(CC1)C=1N=NN(C1)[C@H](C(=O)N1[C@@H](C[C@H](C1)O)C(=O)NCCN1N=NC(=C1)C1CC1)C(C)(C)C (2S,4R)-1-[(2S)-2-(4-cyclopropyltriazol-1-yl)-3,3-dimethyl-butanoyl]-N-[2-(4-cyclopropyltriazol-1-yl)ethyl]-4-hydroxy-pyrrolidine-2-carboxamide